1,6-hexanediol di-(norbornyl-2-ene-5-carboxylate) C12C=CC(C(C1)C(=O)OCCCCCCOC(=O)C1C3C=CC(C1)C3)C2